α-methyl-Histidine C[C@](N)(CC1=CNC=N1)C(=O)O